ClC=1C=NC=C(C1[C@@H](C)OC=1C=C2C(=NNC2=CC1)C1=NC2=C(N1)CN(C2)C(CN2CC(C2)O)=O)Cl (R)-1-(2-(5-(1-(3,5-dichloropyridin-4-yl)ethoxy)-1H-indazol-3-yl)-4,6-dihydropyrrolo[3,4-d]imidazol-5(1H)-yl)-2-(3-hydroxyazetidin-1-yl)ethan-1-one